1-(5-(3-(2,2-difluoroethyl)-2-methyl-3H-imidazo[4,5-b]pyridin-5-yl)pyrrolo[2,1-f][1,2,4]triazin-2-yl)-N4,N4-dimethylcyclohexane-1,4-diamine FC(CN1C(=NC=2C1=NC(=CC2)C=2C=CN1N=C(N=CC12)C1(CCC(CC1)N(C)C)N)C)F